bis-ethylphenol C(C)C=1C(=C(C=CC1)O)CC